tert-butyl 3-[4-(3-chloro-2-fluoro-anilino)pyrido[3,4-d]pyrimidin-6-yl]-2,5-dihydropyrrole-1-carboxylate ClC=1C(=C(NC=2C3=C(N=CN2)C=NC(=C3)C=3CN(CC3)C(=O)OC(C)(C)C)C=CC1)F